FC1=C(C(=CC(=C1)NCC1=C(C=CC=C1CN1CCCC1)F)F)S(=O)(=O)NC=1N=CSC1 2,6-difluoro-4-((2-fluoro-6-(pyrrolidin-1-ylmethyl)benzyl)amino)-N-(thiazol-4-yl)benzenesulfonamide